(S)-3-(2,3-dihydrobenzofuran-6-yl)-3-(3-(4-(5,6,7,8-tetrahydro-1,8-naphthyridin-2-yl)butyl)azetidin-1-yl)propionic acid O1CCC2=C1C=C(C=C2)[C@H](CC(=O)O)N2CC(C2)CCCCC2=NC=1NCCCC1C=C2